N(=[N+]=[N-])CC1CCN(CC1)CCNS(=O)(=O)C1=CC=C(C=C1)OC(C)C N-(2-(4-(azidomethyl)piperidin-1-yl)ethyl)-4-isopropoxybenzenesulfonamide